5-(methylamino)-1,2,4-thiadiazol CNC1=NC=NS1